CNC1=CC(=NC=C1)C1=CC=C2N1N=CC(=C2)C#N 7-[4-(methylamino)pyridin-2-yl]pyrrolo[1,2-b]pyridazine-3-carbonitrile